diethylene glycol normal butyl ether C(CCC)OCCOCCO